4-(1H-Imidazol-1-yl)benzaldehyde N1(C=NC=C1)C1=CC=C(C=O)C=C1